tert-butyl (5-(2-(3-fluoropyridin-2-yl)-6-(2H-1,2,3-triazol-2-yl)-1H-imidazo[4,5-c]pyridine-1-yl)tetrahydro-2H-pyran-3-yl)carbamate FC=1C(=NC=CC1)C=1N(C2=C(C=NC(=C2)N2N=CC=N2)N1)C1CC(COC1)NC(OC(C)(C)C)=O